tricyclo[8.4.0.02,7]Tetradec-1(14),2,4,6,10,12-hexa-ene-9,9-bis(ylium) C=12C3=CC=CC=C3C[C+2]C2=CC=CC1